O[C@@H](C(=O)N1CC2=C(N=C(NC2=O)C2(CC2)C2=CC=CC=C2)CC1)C1=CC(=CC=C1)C1=CC=NC2=CC=CC=C12 (R)-6-(2-hydroxy-2-(3-(quinolin-4-yl)phenyl)acetyl)-2-(1-phenylcyclopropyl)-5,6,7,8-tetrahydropyrido[4,3-d]pyrimidin-4(3H)-one